N-(benzyloxy)-6-((5-[4-(trifluoromethyl)phenyl]-1,3-oxazol-2-yl)amino)pyridazine-3-carboxamide C(C1=CC=CC=C1)ONC(=O)C=1N=NC(=CC1)NC=1OC(=CN1)C1=CC=C(C=C1)C(F)(F)F